tert-butyl 4-(((4-oxo-6-(2,2,2-trifluoro-1-(((trifluoromethyl)-sulfonyl)-oxy)ethyl)-4H-pyran-3-yl)oxy)methyl)piperidine-1-carboxylate O=C1C(=COC(=C1)C(C(F)(F)F)OS(=O)(=O)C(F)(F)F)OCC1CCN(CC1)C(=O)OC(C)(C)C